Cl.N1=CNC(C2=CC=CC=C12)=O quinazolin-4(3H)-one hydrochloride